C1(=CC=CC=C1)[Ge](C1=CC=CC=C1)(C1=CC=CC=C1)C1=CC=CC=C1 phenyl-triphenylgermane